O=C(C(=O)[O-])CCC(=O)[O-].[N+](=O)([O-])C1=C(C=CC=C1)N1C(=CC=C1)C=C\C=N\NC(=[NH2+])N.[N+](=O)([O-])C1=C(C=CC=C1)N1C(=CC=C1)C=C\C=N\NC(=[NH2+])N (E)-N-[1-(2-nitrophenyl)-1H-pyrrole-2-yl-allylideneamino]-guanidinium oxoglutarate